nonafluoroButylsulfonyl fluoride FC(C(C(S(=O)(=O)F)(F)F)(F)F)(C(F)(F)F)F